N-(3-Chlorophenyl)-N-(2-((2-nitrophenyl)amino)-2-oxo-1-phenylethyl)-propiolamide ClC=1C=C(C=CC1)N(C(C#C)=O)C(C(=O)NC1=C(C=CC=C1)[N+](=O)[O-])C1=CC=CC=C1